N[C@H](C(=O)NC(C1=CC=CC=C1)C1=CC=CC=C1)CCC(=O)N (2S)-2-amino-N-(benzhydryl)glutaramide